4-(1-acetyl-5-phenyl-1H-pyrazole-3-carbonyl)-N-(3-pyridinyl)piperazine-1-carboxamide C(C)(=O)N1N=C(C=C1C1=CC=CC=C1)C(=O)N1CCN(CC1)C(=O)NC=1C=NC=CC1